((3aS,6R,6aR)-6-(((tert-butyldiphenylsilyl) oxy) methyl)-2,2-dimethyltetrahydrofurano[3,4-d][1,3]dioxol-4-yl)-2-cyanovinyl methanesulfonate CS(=O)(=O)OC=C(C#N)C1O[C@@H]([C@H]2OC(O[C@H]21)(C)C)CO[Si](C2=CC=CC=C2)(C2=CC=CC=C2)C(C)(C)C